AMINOPHENYLTRIETHOXYSILANE NCCO[Si](OCC)(OCC)C1=CC=CC=C1